6-chloro-7-((2R)-2-(((3-chloropyridin-2-yl)oxy)methyl)-4-phenyl-pyrrolidin-1-yl)-1-(6-(3-(dimethylamino)azetidin-1-yl)pyridin-3-yl)-4-oxo-1,4-dihydroquinoline-3-carboxylic acid ClC=1C=C2C(C(=CN(C2=CC1N1[C@H](CC(C1)C1=CC=CC=C1)COC1=NC=CC=C1Cl)C=1C=NC(=CC1)N1CC(C1)N(C)C)C(=O)O)=O